Cyclopropylmethyl-(2-{2-cyano-4-fluoro-5-[3-methyl-2,6-dioxo-4-(trifluoromethyl)-3,6-dihydropyrimidine-1(2H)-yl]phenoxy}phenoxy)acetat C1(CC1)COC(COC1=C(C=CC=C1)OC1=C(C=C(C(=C1)N1C(N(C(=CC1=O)C(F)(F)F)C)=O)F)C#N)=O